C(C1=CC=CC=C1)C1(CC(=NO1)CNC(C1=NC(=CC=C1)Cl)=O)C(=O)O 5-benzyl-3-((6-chloropicolamido)methyl)-4,5-dihydroisoxazole-5-carboxylic acid